[4-[[3-(3-chloro-4-methoxyphenyl)imidazo[1,2-a]pyrazin-8-yl]amino]phenyl]-(4-methylpiperazin-1-yl)methanone ClC=1C=C(C=CC1OC)C1=CN=C2N1C=CN=C2NC2=CC=C(C=C2)C(=O)N2CCN(CC2)C